m-ter-phenyl C1(=CC=CC=C1)C1=CC(=CC=C1)C1=CC=CC=C1